1-benzyl-4-(6-chloro-5-fluoropyridin-3-yl)piperidine-4-carbonitrile C(C1=CC=CC=C1)N1CCC(CC1)(C#N)C=1C=NC(=C(C1)F)Cl